1,1-dioxo-4-bromo-2-(tert-butyl)-2,3-dihydrobenzo[d]isothiazole O=S1(N(CC2=C1C=CC=C2Br)C(C)(C)C)=O